((5-(2-(benzyloxy)ethyl)-1-methyl-4-oxo-4,5-dihydro-1H-pyrrolo[3,2-c]pyridin-3-yl)amino)-6-chloro-N-(methyl-d3)nicotinamide C(C1=CC=CC=C1)OCCN1C(C2=C(C=C1)N(C=C2NC2=C(C(=O)NC([2H])([2H])[2H])C=CC(=N2)Cl)C)=O